[(7S)-7-({[2-chloro-4-(3-methyl-1H-1,2,4-triazol-1-yl)phenyl]carbonyl}amino)-2-methyl-7-phenyl-6,7,8,9-tetrahydropyrido[1,2-a]indol-10-yl]acetic acid ClC1=C(C=CC(=C1)N1N=C(N=C1)C)C(=O)N[C@@]1(CCC=2N(C3=CC=C(C=C3C2CC(=O)O)C)C1)C1=CC=CC=C1